C(C)(C)(C)OC(=O)N1C[C@@H](CC1)N(CC)C1=NC(=NC2=C(C(=C(C=C12)C(F)(F)F)Br)F)Cl (3R)-3-[[7-bromo-2-chloro-8-fluoro-6-(trifluoromethyl)quinazolin-4-yl]-ethyl-amino]pyrrolidine-1-carboxylic acid tert-butyl ester